C(C)N(O[Si](O[Si](CC[Si](OC)(OC)OC)(C)C)(C)C)CC N,N-diethyl-O-(1,1,3,3-tetramethyl-3-(2-(trimethoxysilyl)ethyl)disiloxaneyl)hydroxylamine